Cl.N[C@H]1[C@@](C(CC1)=O)(C)CC1=CC=C(C=C1)F (2R,3R)-3-amino-2-(4-fluorobenzyl)-2-methylcyclopentan-1-one hydrochloride